tert-butyl (3R)-4-[(4-methoxyphenyl)methyl]-3-[(S)-{2-[3-(1,2-oxazol-4-yl)phenyl]ethoxy}(phenyl)methyl]-2H,3H-pyrido[2,3-b]pyrazine-1-carboxylate COC1=CC=C(C=C1)CN1C2=C(N(C[C@@H]1[C@H](C1=CC=CC=C1)OCCC1=CC(=CC=C1)C=1C=NOC1)C(=O)OC(C)(C)C)C=CC=N2